(5-chloro-4-methylpyrazolo[1,5-a]pyridin-2-yl)methanol ClC1=C(C=2N(C=C1)N=C(C2)CO)C